4-(2-{5-[(1R,4R,7R)-7-amino-2-azabicyclo[2.2.1]heptane-2-carbonyl]-1-methyl-1H-1,3-benzodiazol-2-yl}-1-(cyclopropylmethyl)-1H-pyrrolo[2,3-b]pyridin-6-yl)benzamide N[C@H]1[C@@H]2N(C[C@H]1CC2)C(=O)C2=CC1=C(N(C(=N1)C1=CC=3C(=NC(=CC3)C3=CC=C(C(=O)N)C=C3)N1CC1CC1)C)C=C2